methyl 2-[5-hydroxy-1-methyl-6-oxo-4-(phenylcarbamoyl)pyrimidin-2-yl]-1-phenyl-3,4-dihydro-1H-isoquinoline-6-carboxylate OC1=C(N=C(N(C1=O)C)N1C(C2=CC=C(C=C2CC1)C(=O)OC)C1=CC=CC=C1)C(NC1=CC=CC=C1)=O